(2R,3S)-4-[({2-[(5-bromoquinoxalin-6-yl)amino]-4,5-dihydroimidazol-1-yl}carbonyloxy)-methoxy]-3-ethyl-2-[(3-methylimidazol-4-yl)methyl]-4-oxobutyl (9Z,12Z)-octadeca-9,12-dienoate C(CCCCCCC\C=C/C\C=C/CCCCC)(=O)OC[C@@H]([C@@H](C(=O)OCOC(=O)N1C(=NCC1)NC=1C(=C2N=CC=NC2=CC1)Br)CC)CC=1N(C=NC1)C